(R)-N-(4-isopropyl-1-methyl-5-(4-(trifluoromethoxy)phenyl)-1H-pyrazol-3-yl)-2-(2,2,3,3-tetrafluorocyclobutyl)acetamide C(C)(C)C=1C(=NN(C1C1=CC=C(C=C1)OC(F)(F)F)C)NC(C[C@H]1C(C(C1)(F)F)(F)F)=O